COC1OCCC1(C(=O)NC)C methoxy-N,3-dimethyltetrahydrofuran-3-carboxamide